(2S)-2-[(2-benzyl-5,7-dichloro-1-oxo-3,4-dihydroisoquinoline-6-carbonyl)amino]-3-[[benzyl(methyl)carbamoyl]amino]propanoic acid C(C1=CC=CC=C1)N1C(C2=CC(=C(C(=C2CC1)Cl)C(=O)N[C@H](C(=O)O)CNC(N(C)CC1=CC=CC=C1)=O)Cl)=O